(R)-3-(3-(difluoromethoxy)phenyl)-1-(5-fluoropyridin-2-yl)-N-((S)-3-methyltetrahydrofuran-3-yl)-4,5,6,7-tetrahydro-1H-indazole-6-carboxamide FC(OC=1C=C(C=CC1)C1=NN(C=2C[C@@H](CCC12)C(=O)N[C@@]1(COCC1)C)C1=NC=C(C=C1)F)F